tert-butyl (R)-3-chloro-1-(((S)-1-methylpyrrolidin-2-yl)methoxy)-12-oxo-6a,7,9,10-tetrahydro-12H-pyrazino[2,1-c]pyrido[3,4-f][1,4]oxazepine-8(6H)-carboxylate ClC1=CC2=C(C(N3[C@@H](CO2)CN(CC3)C(=O)OC(C)(C)C)=O)C(=N1)OC[C@H]1N(CCC1)C